3,11-dihydroxy-3'-methylene-3',4'-dihydro-5'H-spiro[dibenzo[c,h]xanthene-7,2'-furan]-5'-one OC=1C=CC2=C(C=CC3=C2OC=2C4=C(C=CC2C32OC(CC2=C)=O)C=C(C=C4)O)C1